C1(=CCCCC1)C1=CC=NC(=C1)C=1C(=NC(=NC1)OC)OC 4-(cyclohex-1-en-1-yl)-6-(2,4-dimethoxypyrimidin-5-yl)pyridin